2-{4-[(3R)-piperidin-3-yl]Phenyl}-2H-indazole-7-carboxamide N1C[C@H](CCC1)C1=CC=C(C=C1)N1N=C2C(=CC=CC2=C1)C(=O)N